NC1=NC2=C(C3=CN=CC=C13)C=C(C=C2)C(=O)N([C@@H]2CCC1=CC(=CC=C21)C(F)(F)F)C (R)-5-amino-N-methyl-N-(5-(trifluoromethyl)-2,3-dihydro-1H-inden-1-yl)benzo[c][2,6]naphthyridin-9-carboxamide